2,2,5,8,8,9a-hexamethyloctahydro-4H-4a,9-methanoazuleno[5,6-d][1,3]dioxole CC1(OC2(C(O1)CC13C(CCC1C(C2C3)(C)C)C)C)C